5-(3-(3-(3,6-di-chloro-1H-pyrazolo[3,4-d]pyrimidin-1-yl)propoxy)-5-methyl-4-nitro-1H-pyrazol-1-yl)-2,4-dimethyloxazole ClC1=NN(C2=NC(=NC=C21)Cl)CCCOC2=NN(C(=C2[N+](=O)[O-])C)C2=C(N=C(O2)C)C